p-vinyl-benzene sodium lactate C(C(O)C)(=O)[O-].[Na+].C(=C)C1=CC=CC=C1